NC1=NC=2C=CC(=CC2C2=C1[C@H](OC2)C)C(=O)N(CC=2N=NC(=CC2)OCC)CC2CC2 (3R)-4-amino-N-(cyclopropylmethyl)-N-((6-ethoxy-3-pyridazinyl)methyl)-3-methyl-1,3-dihydrofuro[3,4-c]quinoline-8-carboxamide